OC[C@@H]1CN(CCO1)C1=CC(=C(N=N1)C1=C(C=C(C=C1)C)O)C 2-[6-[(2S)-2-(hydroxymethyl)morpholin-4-yl]-4-methyl-pyridazin-3-yl]-5-methyl-phenol